NC1=C(C2=C(S1)C(=CC=C2C=2C1=C(C=3C(=NC(=NC3C2F)OC[C@]23CCCN3C[C@@H](C2)F)C2CC2)COC1)F)C#N 2-Amino-4-(1-cyclopropyl-5-fluoro-3-(((2R,7aS)-2-fluorotetrahydro-1H-pyrrolizin-7a(5H)-yl)methoxy)-7,9-dihydrofuro[3,4-f]quinazolin-6-yl)-7-fluorobenzo[b]thiophene-3-carbonitrile